7'-Chloro-2'-oxo-1',4'-dihydro-2'H-spiro[pyrrolidine-3,3'-quinoline]-1-carbonitrile ClC1=CC=C2CC3(C(NC2=C1)=O)CN(CC3)C#N